methyl ((4-chlorophenyl) imino)-2-phenylacrylate ClC1=CC=C(C=C1)N=C=C(C(=O)OC)C1=CC=CC=C1